C(C)(C)(C)N1CCN(CC1)C1=CC(=CC=C1)S(=O)(=O)C1=CN(C2=CC=C(C=C12)Cl)CC tert-butyl-4-(3-((1-ethyl-5-chloro-1H-indol-3-yl)sulfonyl)phenyl)piperazine